CC(C(CCCCCCCCC)O)O 2,3-dodecanediol